F[C@H]1CN(CC[C@H]1OC(C)C)C1=NC=CC(=N1)NC=1N=CC2=C(C=C(C(=C2C1)C(C)C)NC(C=C)=O)N1[C@@H]([C@H](C1)CS(=O)(=O)C)C N-(3-((2-((3S,4R)-3-fluoro-4-isopropoxypiperidin-1-yl)pyrimidin-4-yl)amino)-5-isopropyl-8-((2R,3S)-2-methyl-3-((methylsulfonyl)methyl)azetidin-1-yl)isoquinolin-6-yl)acrylamide